3-(piperidin-4-yl)oxazolidin-2-one hydrochloride Cl.N1CCC(CC1)N1C(OCC1)=O